ethyl-methyl-ethyl carbonate C(OC(C)(C)CC)([O-])=O